Methyl-4,6-diamino-2-[1-(2-fluorobenzyl)-1H-pyrazolo[3,4-b]pyridine-3-yl]-5-pyrimidinyl(methyl)carbamate COC(N(C)C=1C(=NC(=NC1N)C1=NN(C2=NC=CC=C21)CC2=C(C=CC=C2)F)N)=O